2-chloro-5-(2-fluorophenyl)-1H-pyrrole-3-carboxylate ClC=1NC(=CC1C(=O)[O-])C1=C(C=CC=C1)F